4,4'-dibromo-2,2'-diiodobiphenyl BrC1=CC(=C(C=C1)C1=C(C=C(C=C1)Br)I)I